1-(6-(1-methyl-1H-pyrazol-4-yl)pyrazin-2-yl)-4-phenethylpiperidin-4-ol CN1N=CC(=C1)C1=CN=CC(=N1)N1CCC(CC1)(O)CCC1=CC=CC=C1